CC([C@@H](C(=O)N1[C@@H](C[C@H](C1)O)C(=O)NC)N1N=NC(=C1)CCN1CCCCC1)(C)C (2S,4r)-1-[(2S)-3,3-dimethyl-2-[4-[2-(1-piperidinyl)ethyl]triazol-1-yl]butanoyl]-4-hydroxy-N-methyl-pyrrolidine-2-carboxamide